tert-butyl ((3S)-1-(3-methyl-5-(4-(1-((tetrahydro-2H-pyran-2-yl)methyl)piperidin-4-yl)phenyl)thiophene-2-carbonyl)pyrrolidin-3-yl)carbamate CC1=C(SC(=C1)C1=CC=C(C=C1)C1CCN(CC1)CC1OCCCC1)C(=O)N1C[C@H](CC1)NC(OC(C)(C)C)=O